ClC1=CC(=C(C(=C1)F)[C@@H]1OC2=C(OC1)C=CC=C2C2CCN(CC2)CC2=NC1=C(N2C[C@H]2OCC2)C=C(C=C1)C(=O)O)F 2-((4-((S)-3-(4-chloro-2,6-difluorophenyl)-2,3-dihydrobenzo[b][1,4]dioxin-5-yl)piperidin-1-yl)methyl)-1-(((S)-oxetan-2-yl)methyl)-1H-benzo[d]imidazole-6-carboxylic acid